4-chloro-2-(1H-pyrazol-3-yl)benzonitrile hydrochloride Cl.ClC1=CC(=C(C#N)C=C1)C1=NNC=C1